BrC=1C(=NN(N1)C)C=O bromo-2-methyl-2H-1,2,3-triazole-4-carbaldehyde